(1R,2R,4S,6S)-2-hydroxy-6-propoxycyclohexane-1,4-diyl bis(2,2-dimethylpropanoate) CC(C(=O)O[C@@H]1[C@@H](C[C@@H](C[C@@H]1OCCC)OC(C(C)(C)C)=O)O)(C)C